5-ethyl-N-(3-fluoro-4-((2-keto-2,3-dihydro-1H-imidazo[4,5-b]pyridin-7-yl)oxy)phenyl)-1-phenyl-1H-pyrazole-4-carboxamide C(C)C1=C(C=NN1C1=CC=CC=C1)C(=O)NC1=CC(=C(C=C1)OC1=C2C(=NC=C1)NC(N2)=O)F